C(C)OC(=O)N1CCC(CC1)N 4-Amino-piperidine-1-carboxylic acid ethyl ester